CN(C=C(C(=O)OCC)C1=CC(=CC=C1)C1(CC(C1)C)C1=NN=CN1C)C ethyl 3-(dimethylamino)-2-(3-(3-methyl-1-(4-methyl-4H-1,2,4-triazol-3-yl)cyclobutyl)phenyl)acrylate